N-((6-(4-bromo-1-methyl-1H-pyrazol-5-yl)-3-cyclopropoxypyridin-2-yl)methyl)formamide BrC=1C=NN(C1C1=CC=C(C(=N1)CNC=O)OC1CC1)C